OC1CCN(C=2N=NC(=CC21)C2=C(C=C(C=C2C)C(F)(F)F)OCOC)[C@H]2CN(CCC2)C(=O)OC(C)(C)C tert-Butyl (3R)-3-{5-hydroxy-3-[2-(methoxymethoxy)-6-methyl-4-(trifluoromethyl)phenyl]-6,7-dihydropyrido[2,3-c]pyridazin-8(5H)-yl}piperidine-1-carboxylate